C(C)OC(=O)C=1N=C2C(=NC1)N=CN2C(C)C=2C=C1C=C(C=NC1=CC2F)Br 3-(1-(3-bromo-7-fluoro-6-quinolyl)ethyl)-3H-imidazo[4,5-b]Pyrazine-5-carboxylic acid ethyl ester